OCC(CC)(CO)CO 1,1,1-tris(hydroxyl-methyl)propane